C(C1=CC=CC=C1)OC=1C=C(C=CC1OCC1=CC=CC=C1)CC#N (3,4-bis(benzyloxy)phenyl)acetonitrile